triphosphonic acid lithium salt [Li+].P(=O)([O-])OP(=O)([O-])OP(=O)[O-].[Li+].[Li+]